C(C)C1=C(C=C(C=N1)C(=O)OCC)C=O ethyl 6-ethyl-5-formylpyridine-3-carboxylate